ClC=1C=C(C=CC1Cl)C1=C(C=CC=C1)[N+](=O)[O-] 3,4-dichloro-2'-nitro-biphenyl